6-(4-(3-chloro-4-fluorophenyl)-1-ethyl-1H-imidazol-5-yl)imidazo[1,2-a]pyridine-3-carbonitrile ClC=1C=C(C=CC1F)C=1N=CN(C1C=1C=CC=2N(C1)C(=CN2)C#N)CC